C1(=CC=CC=C1)OC(=O)N1CC2=CC(=C(C=C2CC1)C=1N(C(=C(C1)C(N(CCCC)CCCC)=O)C)C)C(=O)N1CC2=CC=CC=C2C[C@H]1C 6-[4-(dibutylcarbamoyl)-1,5-dimethyl-1H-pyrrol-2-yl]-7-[(3R)-3-methyl-1,2,3,4-tetrahydroisoquinoline-2-carbonyl]-1,2,3,4-tetrahydroisoquinoline-2-carboxylic acid phenyl ester